C1(=CC=CC=C1)S(=O)(=O)NC(NC1=C(C=CC=C1)S(=O)(=O)NC1=CC=C(C(=O)OC)C=C1)=O methyl 4-(2-(3-(phenylsulfonyl) ureido)phenylsulfonamido)benzoate